bis(ethyl 3,5-di-t-butyl-4-hydroxybenzylphosphonate) calcium [Ca+2].C(C)C(C1=CC(=C(C(=C1)C(C)(C)C)O)C(C)(C)C)P([O-])([O-])=O.C(C)C(C1=CC(=C(C(=C1)C(C)(C)C)O)C(C)(C)C)P([O-])([O-])=O.[Ca+2]